ClC=1C(=NC(=NC1)NC1=NC=NC(=C1)C)C1=CC=C2CN(C(C2=C1)=O)[C@@H](C(=O)N[C@H](CO)C1=CC(=CC(=C1)OC)F)C (2R)-2-(6-{5-Chloro-2-[(6-methylpyrimidin-4-yl)amino]pyrimidin-4-yl}-1-oxo-2,3-dihydro-1H-isoindol-2-yl)-N-[(1S)-1-(3-fluoro-5-methoxyphenyl)-2-hydroxyethyl]propanamid